C[C@H]1COCCN1C1=NC(=CC(=N1)C=1C(=CC(=NC1)N)C(F)F)N1[C@H](COCC1)C 5-(2,6-bis((S)-3-methylmorpholino)-pyrimidin-4-yl)-4-(difluoromethyl)pyridin-2-amine